COC1=NC(=CC=C1NC(=O)C=1C(=NOC1C)C1=CC=CC=C1)C=1C=NC=NC1 N-(2-Methoxy-6-pyrimidin-5-yl-3-pyridyl)-5-methyl-3-phenyl-isoxazole-4-carboxamide